7-amino-6-bromo-N-((5R)-5,6,7,8-tetrahydro-5-quinoxalinyl)-N-((5-(trifluoromethyl)-2-pyridinyl)methyl)-1,8-naphthyridine-3-carboxamide NC1=C(C=C2C=C(C=NC2=N1)C(=O)N(CC1=NC=C(C=C1)C(F)(F)F)[C@H]1C=2N=CC=NC2CCC1)Br